NS(=O)(=O)C1=C(N=C(S1)N(C(CC1=CC=C(C=C1)C1=NC=CC=C1)=O)C)C N-[5-(aminosulfonyl)-4-methyl-1,3-thiazol-2-yl]-N-methyl-2-{4-(2-pyridinyl)phenyl}acetamide